{2-[2-fluoro-8-(4,4,5,5-tetramethyl-1,3,2-dioxaborolan-2-yl)naphthalen-1-yl]ethynyl}tris(propan-2-yl)silane FC1=C(C2=C(C=CC=C2C=C1)B1OC(C(O1)(C)C)(C)C)C#C[Si](C(C)C)(C(C)C)C(C)C